CN(C(CCCC\C=C/CC)=O)C (Z)-N,N-dimethyl-non-6-enamide